(R)-1-amino-3-(piperidin-1-yl)propan-2-ol NC[C@H](CN1CCCCC1)O